C(C)(C)(C)OC(=O)NC1CC(C1)OC(=O)N1[C@H](C2=CC=CC=C2CC1)C1=CC=C(C=C1)F.NCCNC[Si](OCC)(OCC)OCC N-(2-aminoethyl)aminomethyl-triethoxysilane 3-((tert-butoxycarbonyl)amino)cyclobutyl-(S)-1-(4-fluorophenyl)-3,4-dihydroisoquinoline-2(1H)-carboxylate